P(=O)([O-])(O)O.[Li+].C(C(=O)O)(=O)OF.C(C(=O)O)(=O)OF difluoro bis(oxalate) lithium phosphate